FC=1C=C(C=CC1)C1CCNC1 4-(3-fluorophenyl)pyrrolidine